C1(CCC1)N1CC(C(CC1)CC)C=1N(C=C(N1)C1=CC=C(C=C1)OC)COCC[Si](C)(C)C 2-[[2-(1-cyclobutyl-4-ethyl-3-piperidyl)-4-(4-methoxyphenyl)imidazol-1-yl]methoxy]ethyl-trimethyl-silane